OC=1C(=C2C(N(C=NC2=CC1)C)=O)C 6-hydroxy-3,5-dimethylquinazolin-4(3H)-one